ClC=1C=NN(C(C1Cl)=O)CC(=O)NC1=CC(=C(C=C1)C)S(N(C)C)(=O)=O 2-(4,5-dichloro-6-oxopyridazin-1(6H)-yl)-N-(3-(N,N-dimethylsulfamoyl)-4-methylphenyl)acetamide